rac-(1R*,2S*)-N-(benzo[d]thiazol-5-ylmethyl)-N-(4,4-difluorocyclohexyl)-2-tosylcyclopentane-1-carboxamide S1C=NC2=C1C=CC(=C2)CN(C(=O)[C@@H]2[C@H](CCC2)S(=O)(=O)C2=CC=C(C)C=C2)C2CCC(CC2)(F)F |r|